Cl.N[C@H]1C[C@@H](CC1)C(=O)OC methyl (1R,3R)-3-aminocyclopentane-1-carboxylate hydrochloride